6-(3-Fluoro-5-isobutoxyphenyl)-N-[(3R)-3-methoxypyrrolidin-1-yl]sulfonyl-2-[(4S)-2,2,4-trimethylpyrrolidin-1-yl]pyridin-3-carboxamid FC=1C=C(C=C(C1)OCC(C)C)C1=CC=C(C(=N1)N1C(C[C@@H](C1)C)(C)C)C(=O)NS(=O)(=O)N1C[C@@H](CC1)OC